2-(Chlorocarbonyl)isoindoline-5-carboxylic acid methyl ester COC(=O)C=1C=C2CN(CC2=CC1)C(=O)Cl